7-(1-(2-(2-(2-((2-(2,6-dioxopiperidin-3-yl)-1-oxoisoindolin-4-yl)thio)Ethoxy)ethoxy)acetyl)piperidin-4-yl)-2-(4-phenoxyphenyl)-4,5,6,7-tetrahydropyrazolo[1,5-a]pyrimidine-3-carboxamide O=C1NC(CCC1N1C(C2=CC=CC(=C2C1)SCCOCCOCC(=O)N1CCC(CC1)C1CCNC=2N1N=C(C2C(=O)N)C2=CC=C(C=C2)OC2=CC=CC=C2)=O)=O